C(C)OC(CCC1=CC=C(C=C1)CCC(=O)N)=O 3-(4-(3-amino-3-oxopropyl)phenyl)propanoic acid ethyl ester